Cl.S1C=NC=2CNCCC21 4H,5H,6H,7H-[1,3]thiazolo[4,5-c]pyridine hydrochloride